[Nb].[Sc].[Pb] lead scandium niobium